tert-butyl 3-[(4-bromo-2-fluoro-5-methyl-phenyl)methylene]azetidine-1-carboxylate BrC1=CC(=C(C=C1C)C=C1CN(C1)C(=O)OC(C)(C)C)F